3-((4-(3,3-difluoro-1-((4,5,6,7-tetrahydrothieno[2,3-c]pyridin-3-yl)methyl)piperidin-4-yl)phenyl)amino)piperidine-2,6-dione FC1(CN(CCC1C1=CC=C(C=C1)NC1C(NC(CC1)=O)=O)CC1=CSC=2CNCCC21)F